2-[[4-bromo-6-[(4-phenyl-1-piperidyl)sulfonyl]benzotriazol-2-yl]methoxy]ethyl-trimethyl-silane BrC1=CC(=CC2=NN(N=C21)COCC[Si](C)(C)C)S(=O)(=O)N2CCC(CC2)C2=CC=CC=C2